C(#N)C1=CC=C(C(=O)N[C@H](C(N2CCC(CC2)C2=NN=NN2)=O)CCCN[C@H]2[C@@H](C2)C2=CC=C(C=C2)F)C=C1 4-Cyano-N-[(2S)-5-[[(1R,2S)-2-(4-fluorophenyl)cyclopropyl]amino]-1-oxo-1-[4-(1H-1,2,3,4-tetrazol-5-yl)piperidin-1-yl]pentan-2-yl]benzamide